4-(6alpha-hydroxy-17-keto-androstan-3-yl)butyric acid O[C@H]1C[C@H]2[C@@H]3CCC([C@@]3(C)CC[C@@H]2[C@]2(CCC(CC12)CCCC(=O)O)C)=O